1-(2-(3,4-difluorophenyl)-3-(pyridin-4-yl)-6,7-dihydropyrazolo[1,5-a]pyrazin-5(4H)-yl)ethan-1-one FC=1C=C(C=CC1F)C1=NN2C(CN(CC2)C(C)=O)=C1C1=CC=NC=C1